tert-butyl 3-((4-cyano-2,3,5,6-tetrafluorophenyl)sulfonamido)piperidine-1-carboxylate C(#N)C1=C(C(=C(C(=C1F)F)S(=O)(=O)NC1CN(CCC1)C(=O)OC(C)(C)C)F)F